BrC(C(=O)C1=NC(=CC=C1Cl)Cl)C 2-bromo-1-(3,6-dichloropyridin-2-yl)propan-1-one